8-amino-6-fluoro-2-hydroxy-2-(hydroxymethyl)-5-methyl-3,4-dihydronaphthalen-1(2H)-one NC=1C=C(C(=C2CCC(C(C12)=O)(CO)O)C)F